3-[(2-cyanocyclopropanecarbonyl)amino]-1-[4-(cyanomethyl)-3-fluoro-1-[(2-fluoro-4-phenyl-phenyl)methyl]-4-piperidyl]pyrazole-4-carboxamide C(#N)C1C(C1)C(=O)NC1=NN(C=C1C(=O)N)C1(C(CN(CC1)CC1=C(C=C(C=C1)C1=CC=CC=C1)F)F)CC#N